CC/C=C/C/C=C/CC/C=C/C=C/C=C/CCCCC(=O)O 14,17-eicosapentaenoic acid